2-[4-(4-chlorophenoxy)-2-(trifluoromethyl)phenyl]-1-(1H-1,2,4-triazole-1-yl)butan-2-ol ClC1=CC=C(OC2=CC(=C(C=C2)C(CN2N=CN=C2)(CC)O)C(F)(F)F)C=C1